ClC1=NC(=C2N=CN(C2=N1)[C@@H]1[C@@H]2[C@H]([C@@H]3[C@H]1OC(O3)(C)C)C2)NCC(F)F 2-chloro-N-(2,2-difluoroethyl)-9-((3aR,3bR,4aS,5R,5aS)-2,2-dimethylhexahydrocyclopropa[3,4]cyclopenta[1,2-d][1,3]dioxol-5-yl)-9H-purin-6-amine